CC1(CCC(CC1)NC=1C=CC=2N(C1)C(=NN2)C2=CC(=CC=C2)C(F)(F)F)O 1-Methyl-4-((3-(3-(trifluoromethyl)phenyl)-[1,2,4]triazolo[4,3-a]pyridin-6-yl)amino)-trans-cyclohexanol